C(#N)C1(CC1)[C@@H](C1=CC=2N(N=C1)C=C(N2)[C@H](C2CCC(CC2)(F)F)NC(OC(C)(C)C)=O)NC(CC2(CC2)C(F)(F)F)=O |o1:5| Tert-Butyl ((S)-(7-((R*)-(1-cyanocyclopropyl)(2-(1-(trifluoromethyl)cyclopropyl)acetamido)methyl)imidazo[1,2-b]pyridazin-2-yl)(4,4-difluorocyclohexyl)methyl)carbamate